Normal Butyldimethylamine C(CCC)N(C)C